C1(CC1)C(=O)N1[C@H]2CN(C[C@@H]1CC2)C2=NC(=NC=C2)NC=2C=NN(C2)CCO cyclopropyl[(1R,5S)-3-(2-{[1-(2-hydroxyethyl)-1H-pyrazol-4-yl]amino}pyrimidin-4-yl)-3,8-diazabicyclo[3.2.1]oct-8-yl]methanone